FC1=CC2=C(NC(N(S2(=O)=O)CC(=O)N2[C@H]3C=C([C@@H](C2)C3)C3=C(C=CC=C3)C)=O)C=C1 7-fluoro-2-{2-[(1R,4S)-5-(2-methylphenyl)-2-azabicyclo[2.2.1]hept-5-en-2-yl]-2-oxoethyl}-4H-1lambda6,2,4-benzothiadiazine-1,1,3-trione